NC1=C2CN(C(C2=CC=C1)=O)C=1C(=NC(=CC1)OCC1=CC=CC=C1)OCC1=CC=CC=C1 4-amino-2-[2,6-bis(benzyloxy)pyridin-3-yl]-3H-isoindol-1-one